NC1=NC(=C(C(=C1C#N)C1=CC=C(C=C1)OCCO)C#N)SCC=1C=NC=CC1 2-amino-4-(4-(2-hydroxyethoxy)phenyl)-6-((pyridin-3-ylmethyl)-thio)pyridine-3,5-dicarbonitrile